(2R,3R,4R,5R,6R)-2-((5-(1-(benzo[d]thiazol-2-yl)piperidin-4-yl)isoxazol-3-yl)methyl)-6-(hydroxymethyl)-4-(4-(3,4,5-trifluorophenyl)-1H-1,2,3-triazol-1-yl)tetrahydro-2H-pyran-3,5-diol S1C(=NC2=C1C=CC=C2)N2CCC(CC2)C2=CC(=NO2)C[C@H]2O[C@@H]([C@@H]([C@@H]([C@H]2O)N2N=NC(=C2)C2=CC(=C(C(=C2)F)F)F)O)CO